(6S)-6-[4-(5-cyano-2-pyridinyl)piperazine-1-carbonyl]-2,2-dimethylmorpholine-4-carboxylic acid tert-butyl ester C(C)(C)(C)OC(=O)N1CC(O[C@@H](C1)C(=O)N1CCN(CC1)C1=NC=C(C=C1)C#N)(C)C